2-Cyanoethyl (1-((3-chloro-4-fluorophenyl)carbamoyl)-2-methyl-2,4,5,6-tetrahydrocyclopenta[c]pyrrol-4-yl)carbamate ClC=1C=C(C=CC1F)NC(=O)C=1N(C=C2C1CCC2NC(OCCC#N)=O)C